C(C)(C)(C)OC(=O)C1=CC=C(C=C1)C1=CC=C(C=C1)NC([C@@H]1N(CC[C@H]1C)C(NC1=CC=C(C=C1)C(C)C)=O)=O.C1(=CC=CC=C1)P(CCP(CCP(C1=CC=CC=C1)C1=CC=CC=C1)CCP(C1=CC=CC=C1)C1=CC=CC=C1)C1=CC=CC=C1 tris[2-(diphenylphosphino)ethyl]phosphine tert-butyl-4'-{[(3R)-3-methyl-1-{[4-(propan-2-yl)phenyl]carbamoyl}-D-prolyl]amino}[1,1'-biphenyl]-4-carboxylate